2-(6-(1-((1S,2S,3S,5S,6R)-2,6-difluoro-8-azabicyclo[3.2.1]octan-3-yl-1,5-d2)vinyl)-1,2,4-triazin-3-yl)-5-(1H-imidazol-1-yl)phenol F[C@@H]1[C@@]2(C[C@H]([C@](C[C@H]1C(=C)C1=CN=C(N=N1)C1=C(C=C(C=C1)N1C=NC=C1)O)(N2)[2H])F)[2H]